ClC=1C=C(C=CC1Cl)C=1N=C(SC1CC(C)C)N1CC(N(CC1)C(NC)=O)C(=O)OC methyl 4-(4-(3,4-dichlorophenyl)-5-isobutylthiazol-2-yl)-1-(methylcarbamoyl)piperazine-2-carboxylate